COCCC1CC(NC1)=O 4-(2-methoxy-ethyl)-pyrrolidin-2-one